3',6'-di(azetidin-1-yl)-6-((2-(2-((6-chlorohexyl)oxy)ethoxy)ethyl)amino)-3H-spiro[isobenzofuran-1,9'-xanthen]-3-one N1(CCC1)C=1C=CC=2C3(C4=CC=C(C=C4OC2C1)N1CCC1)OC(C1=CC=C(C=C13)NCCOCCOCCCCCCCl)=O